3-(2-fluorophenyl)-1H-pyrazole-5-carboxylic acid FC1=C(C=CC=C1)C1=NNC(=C1)C(=O)O